2-(2-ethylhexyl)ethanol C(C)C(CCCO)CCCC